chromic acid, fluoride [Cr](=O)(=O)(F)F